1,3-bis(3,5-dimethyl-4-hydroxyphenyl)-5-isopropyladamantane CC=1C=C(C=C(C1O)C)C12CC3(CC(CC(C1)C3)(C2)C(C)C)C2=CC(=C(C(=C2)C)O)C